COC1=CC=C2C=CC=C(C2=C1)CCC(CC)NCCC (2-(7-methoxynaphthalen-1-yl)ethyl)-N-propylpropan-1-amine